C1(CC1)C1=NC(=C2N=CNC2=N1)N cyclopropyl-9H-purin-6-amine